CC=1N=C(NC(C1C)=O)N1N=C(C=C1NC(=O)NCCCCCCCC)C (1-(4,5-dimethyl-6-oxo-1,6-dihydropyrimidin-2-yl)-3-methyl-1H-pyrazol-5-yl)-3-octylurea